C(C)(C)(C)C=1C=C(C=C(C1)C(C)(C)C)C1=CC(=CC(=C1)C(C)(C)C)B1OC(C(O1)(C)C)(C)C 2-(3',5,5'-tri-tert-butyl[1,1'-biphenyl]-3-yl)-4,4,5,5-tetramethyl-1,3,2-dioxaborolane